C(\C=C\C1=CC(O)=C(O)C=C1)(=O)NCCCCNCCCN N-caffeoylspermidine